C1(CC1)CN1C(=CC2=CC=C(C=C12)C(C)C)C=O 1-(Cyclopropylmethyl)-6-isopropyl-indole-2-carbaldehyde